C1(=CC2C(CC1)O2)CC[Si](OCC)(OCC)OCC 2-(3,4-epoxycyclohexenyl)ethyl-triethoxysilane